ethyl 5-(2-(4-chloro-3-fluorobenzamido)ethyl)isoxazole-3-carboxylate ClC1=C(C=C(C(=O)NCCC2=CC(=NO2)C(=O)OCC)C=C1)F